1-(3,4-difluorophenyl)-9-(6-(((3s,4r)-4-fluorotetrahydrofuran-3-yl)oxy)-2-(methylsulfonyl)pyrimidin-4-yl)-1,9-diazaspiro[5.5]undecan-2-one FC=1C=C(C=CC1F)N1C(CCCC12CCN(CC2)C2=NC(=NC(=C2)O[C@H]2COC[C@H]2F)S(=O)(=O)C)=O